CS(=O)(=O)CC1CN(C1)C=1C=CC(=C2C=C(N=CC12)NC1=NC(=NC=C1)N1C[C@H]([C@H](CC1)OCCOC)O)C(C)C (3R,4S)-1-[4-({8-[3-(methanesulfonylmeth-yl)azetidin-1-yl]-5-(propan-2-yl)isoquinolin-3-yl}amino)pyrimidin-2-yl]-4-(2-methoxyethoxy)piperidin-3-ol